ethynylspiro[3.3]heptan-2-ol C(#C)C1C(CC12CCC2)O